(isopropylsulfonyl)-1H-1,2,3-triazol C(C)(C)S(=O)(=O)N1N=NC=C1